FC(CC1=CC=C(C=C1)S(=O)(=O)OC1CCS(C1)(=O)=O)(F)F 4-[p-(2,2,2-trifluoroethyl)phenyl]sulfonyloxytetrahydrothiophene-1,1-dioxide